FC1=C(C=CC(=C1)I)NC1=C(C=2C(=NC(=CC2)OC)S1)C(=O)O ((2-fluoro-4-iodophenyl)amino)-6-methoxythieno[2,3-b]pyridine-3-carboxylic acid